OC1=C(C=C(C(=C1)O)C(C)C)N(C(C1=CC(=CC=C1)F)=O)CC N-(2,4-dihydroxy-5-isopropylphenyl)-N-ethyl-3-fluorobenzamide